C1(=CC=C(C=C1)NC(=O)N1C2CC=3C(=CNC(C3)=O)C1CC2)C2=CC=CC=C2 N-([1,1'-biphenyl]-4-yl)-3-oxo-3,5,6,7,8,9-hexahydro-2H-6,9-epiminocyclohepta[c]pyridine-10-carboxamide